N,N-dimethyl-2-((3aS)-3-oxo-3a-propyl-1,3,3a,4,5,6-hexahydroisobenzofuran-1-yl)acetamide CN(C(CC1OC([C@]2(CCCC=C12)CCC)=O)=O)C